ClC=1C(=NC=C(C1[C@@H](C)OC=1C=C2C(=NNC2=CC1)C=1C=C(C(=NC1)N[C@H]1COCC1)C)Cl)C 5-[5-[(1R)-1-(3,5-dichloro-2-methyl-4-pyridyl)ethoxy]-1H-indazol-3-yl]-3-methyl-N-[(3R)-tetrahydrofuran-3-yl]pyridin-2-amine